C(CCCCCCCCCCCCC)N1C=[N+](C=C1)CCCCCCCCCCCCCC 1,3-di-tetradecylimidazolium